(piperidin-4-yl)quinoxaline-2-carboxamide N1CCC(CC1)C=1C(=NC2=CC=CC=C2N1)C(=O)N